tert-butyl 4-(6-cyclopropyl-2-((1,3-dioxoisoindolin-2-yl)methyl)imidazo[1,2-a]pyridine-8-yl)-4-fluoropiperidine-1-carboxylate C1(CC1)C=1C=C(C=2N(C1)C=C(N2)CN2C(C1=CC=CC=C1C2=O)=O)C2(CCN(CC2)C(=O)OC(C)(C)C)F